3-(6-(4-((4-(5-fluoro-2-(3-methyl-1H-1,2,4-triazol-1-yl)pyrimidin-4-yl)piperazin-1-yl)methyl)benzyl)-2-oxobenzo[cd]indol-1(2H)-yl)piperidine-2,6-dione FC=1C(=NC(=NC1)N1N=C(N=C1)C)N1CCN(CC1)CC1=CC=C(CC=2C=3C4=C(C(N(C4=CC2)C2C(NC(CC2)=O)=O)=O)C=CC3)C=C1